vanadium bis-oxaloacetate oxide C(=O)(C(=O)O)C(C(=[O+][O-])[O-])C(=O)C(=O)O.[V+5].C(=O)(C(=O)O)C(C(=[O+][O-])[O-])C(=O)C(=O)O.C(=O)(C(=O)O)C(C(=[O+][O-])[O-])C(=O)C(=O)O.C(=O)(C(=O)O)C(C(=[O+][O-])[O-])C(=O)C(=O)O.C(=O)(C(=O)O)C(C(=[O+][O-])[O-])C(=O)C(=O)O